zinc selenosulfide [Se]=S.[Zn]